NC=1C=2O[C@@H](C3=CC(=CC=C3C=3N=CC=CC3C(C3=NN(C(=C3C(=CN1)C2)C#N)C)=O)F)C (R)-23-amino-17-fluoro-4-methyl-20-methyl-7-oxo-21-oxa-4,5,12,24-tetraazapentacyclo[20.3.1.02,6.08,13.014,19]hexacosa-1(25),2,5,8(13),9,11,14,16,18,22(26),23-undecaene-3-carbonitrile